C(CC1=CC=CC=C1)C=1N(C2=CC=CC=C2C1)C1OC(C2=CC=CC=C12)=O 3-(2-phenethyl-1H-indol-1-yl)isobenzofuran-1(3H)-one